methyl 2-(1-{3-chloro-4-[(3,5-difluoropyridin-2-yl)methoxy]-5',6-dimethyl-2-oxo-[1,4'-bipyridin]-2'-yl}pyrazol-3-yl)-2-methylpropanoate ClC=1C(N(C(=CC1OCC1=NC=C(C=C1F)F)C)C1=CC(=NC=C1C)N1N=C(C=C1)C(C(=O)OC)(C)C)=O